C(=C\C1=CC=CC=C1)/C1=CC(=NC=C1)CNC(OC(C)(C)C)=O tert-butyl N-[[4-[(E)-styryl]-2-pyridyl]methyl]carbamate